NC1=NC=2C(=CC(=CC2C=2N1N=C(N2)[C@H]2CN(CCC2)C=2C=NN(C2)C(C(C)O)C)F)F 3-(4-((R)-3-(5-amino-7,9-difluoro-[1,2,4]triazolo[1,5-c]quinazolin-2-yl)piperidin-1-yl)-1H-pyrazol-1-yl)butan-2-ol